1-[4-(6-chloropyridazin-4-yl)piperazin-1-yl]-4-(4-fluoro-1H-inden-1-yl)cyclohexane-1-carbonitrile ClC1=CC(=CN=N1)N1CCN(CC1)C1(CCC(CC1)C1C=CC2=C(C=CC=C12)F)C#N